C(C1=CC=CC=C1)SC1=CC=C(C=C1)NC([C@H](CC=1C=NC=CC1)N(C(C1=CC=C(C=C1)F)=O)C)=O (S)-N-(1-(4-(benzylthio)phenylamino)-1-oxo-3-(pyridin-3-yl)propan-2-yl)-4-fluoro-N-methylbenzamide